The molecule is an amino trisaccharide consisting of beta-D-galactopyranose, 2-acetamido-2-deoxy-beta-D-glucopyranose and 2-acetamido-2-deoxy-D-glucopyranose residues joined in sequence by (1->4) glycosidic bonds. It is a member of acetamides, an amino trisaccharide and a glucosamine oligosaccharide. CC(=O)N[C@@H]1[C@H]([C@@H]([C@H](O[C@H]1O[C@@H]2[C@H](OC([C@@H]([C@H]2O)NC(=O)C)O)CO)CO)O[C@H]3[C@@H]([C@H]([C@H]([C@H](O3)CO)O)O)O)O